7-(4-(diphenylamino) phenyl)-2-ethylpyrazolo[1,5-a]pyrimidine-3-carboxylate C1(=CC=CC=C1)N(C1=CC=C(C=C1)C1=CC=NC=2N1N=C(C2C(=O)[O-])CC)C2=CC=CC=C2